(-)-6-{[(trans)-4-[3-(2-methoxyethoxy)phenyl]-2-methylpiperidin-3-yl]methoxy}-2,3-dihydro-1H-isoindol-1-one COCCOC=1C=C(C=CC1)C1C(C(NCC1)C)COC1=CC=C2CNC(C2=C1)=O